(S)-7,7-dimethyl-N-(5-methyl-4-oxo-2,3,4,5-tetrahydrobenzo[b][1,4]oxazepin-3-yl)-5,7-dihydrofuro[3,4-d]pyrimidine-2-carboxamide CC1(OCC2=C1N=C(N=C2)C(=O)N[C@@H]2C(N(C1=C(OC2)C=CC=C1)C)=O)C